N-[(6-Amino-2-pyridyl)sulfonyl]-6-(3-methoxyphenyl)-2-(2,4,6-trimethylphenoxy)pyridin-3-carboxamid NC1=CC=CC(=N1)S(=O)(=O)NC(=O)C=1C(=NC(=CC1)C1=CC(=CC=C1)OC)OC1=C(C=C(C=C1C)C)C